2-chloro-1-(4-methoxypyridin-2-yl)ethanone ClCC(=O)C1=NC=CC(=C1)OC